[4-(4-chlorophenoxy)-2-trifluoromethyl-phenyl]-2-methyl-epoxyethane Butyl-peroxypivalate C(CCC)CC(C(=O)OO)(C)C.ClC1=CC=C(OC2=CC(=C(C=C2)C2C(O2)C)C(F)(F)F)C=C1